NC1=NC(=NN2C1=NC=C2CC=2C=NC(=C(C2)C)N2CCNCC2)OCCC(CCC)O 1-((4-Amino-7-((5-methyl-6-(piperazin-1-yl)pyridin-3-yl)methyl)imidazo[2,1-f][1,2,4]triazin-2-yl)oxy)hexan-3-ol